NC1=C(C=C(C(=C1Cl)Br)Cl)NC(CC1=CC=C(C=C1)S(NC1CC1)(=O)=O)=O N-(2-amino-4-bromo-3,5-dichlorophenyl)-2-(4-(N-cyclopropylsulfamoyl)phenyl)acetamide